2-(2-methoxyethyl)-1H-benzo[de]isoquinoline-1,3(2H)-dione COCCN1C(C2=CC=CC=3C2=C(C1=O)C=CC3)=O